(3R)-3-{[10-cyclopropyl-2-(4-methoxyphenyl)[1,2,4]triazolo[1,5-c]quinazolin-5-yl]amino}azepan-2-one C1(CC1)C=1C=2C=3N(C(=NC2C=CC1)N[C@H]1C(NCCCC1)=O)N=C(N3)C3=CC=C(C=C3)OC